C(C)OC(C(C(=O)C1CCC(=CC1)C1=C(C=C(C=C1)S(=O)(=O)C)F)CC1=C(C(=CC=C1)F)F)=O 2-(2,3-difluorobenzyl)-3-(2'-fluoro-4'-(methylsulfonyl)-2,3,4,5-tetrahydro-[1,1'-biphenyl]-4-yl)-3-oxopropanoic acid ethyl ester